diketopyrrolo[3,4-c]pyrrole-1,4-dione O=C1NC(C2=C1C(NC2=O)=O)=O